5-(1-Methyl-1H-pyrazol-4-yl)-2-(pyridin-3-yl)-1,3-benzoxazole CN1N=CC(=C1)C=1C=CC2=C(N=C(O2)C=2C=NC=CC2)C1